FC1=CC=C(C=C1)N1N=C(C=2C1=NC(=CC2)N2CCN(CC2)C(=O)OCC(C)C)C(CC)CC 1-(4-fluorophenyl)-6-(4-(isobutoxycarbonyl)piperazin-1-yl)-3-(pentan-3-yl)-1H-pyrazolo[3,4-b]pyridine